(1,5-cyclooctadiene) rhodium (I) [Rh+].C1=CCCC=CCC1